BrC=1C(=CC(=C(N)C1)C1=NC=CC=C1)F 5-bromo-4-fluoro-2-(pyridin-2-yl)aniline